4-(benzo[d]thiazole-2-yl)-3-hydroxybenzaldehyde S1C(=NC2=C1C=CC=C2)C2=C(C=C(C=O)C=C2)O